FC=1C=C(CC=2C=C3C(=NC2C)C(CN3C(C)=O)(C)C)C=CC1 1-[6-(3-fluoro-benzyl)-3,3,5-trimethyl-2,3-dihydro-pyrrolo[3,2-b]pyridin-1-yl]-ethanone